3-hydroxy-1,2-dimethylpyridin-4(1H)-one OC1=C(N(C=CC1=O)C)C